C(C)(C)C1C=CC(CC1)(C)SCC(=O)OC methyl 2-((4-isopropyl-1-methylcyclohex-2-en-1-yl)thio)acetate